2-(Methoxymethyl)-8,11-dioxadispiro[3.2.47.24]tridecane-2-carbonitrile COCC1(CC2(C1)CCC1(OCCO1)CC2)C#N